C(C)(C)(C)OC(N(C(C)C)CC1=C(C=C2C(C=C(N(C2=C1)C1CC1)C)=C=O)F)=O ((1-cyclopropyl-6-fluoro-2-methyl-4-carbonyl-1,4-dihydroquinolin-7-yl)methyl)(isopropyl)carbamic acid tert-butyl ester